BrC1=C(C=CC(=C1)OC)NC(C)=C1C(OC(OC1=O)(C)C)=O 5-(1-((2-Bromo-4-methoxyphenyl)amino)ethylidene)-2,2-dimethyl-1,3-dioxane-4,6-dione